2,2,2-trifluoro-1-(4-pyridyl)ethanone FC(C(=O)C1=CC=NC=C1)(F)F